4-(4-methylpiperazin-1-ylmethyl)-benzoyl chloride CN1CCN(CC1)CC1=CC=C(C(=O)Cl)C=C1